3-acetyl-7-{[4-(4-fluoro-2-methoxyphenyl)pyrimidin-2-yl]amino}-4-[(tetrahydrofuran-3-yl)amino]-2H-benzopyran-2-one C(C)(=O)C=1C(OC2=C(C1NC1COCC1)C=CC(=C2)NC2=NC=CC(=N2)C2=C(C=C(C=C2)F)OC)=O